(S)-2,3,10-trimethoxy-9-aminomethyl-6,8,13,13a-tetrahydro-5H-dibenzo[a,g]quinolizine COC=1C(=CC2=C([C@@H]3CC4=C(CN3CC2)C(=C(C=C4)OC)CN)C1)OC